CN1N=CC(=C1)C=1C=NC2=CC=C(C=C2C1)C(=O)O 3-(1-methyl-1H-pyrazol-4-yl)quinoline-6-carboxylic acid